2-chloro-4-[[2-(methylsulfonyl)benzyl]amino]pyrimidin-5-carboxamide ClC1=NC=C(C(=N1)NCC1=C(C=CC=C1)S(=O)(=O)C)C(=O)N